5,7-Dimethyl-N-(4-(3-Morpholinoprop-1-Yn-1-Yl)Phenyl)Pyrazolo[1,5-A]Pyrimidine-3-Carboxamide CC1=NC=2N(C(=C1)C)N=CC2C(=O)NC2=CC=C(C=C2)C#CCN2CCOCC2